OC1=CC=C2C=CC(CC2=C1)=O 7-hydroxynaphthalen-2(1H)-one